heptadecan-9-yl 8-((2-hydroxy-3-((2-(methylamino)-3,4-dioxocyclobut-1-en-1-yl)amino)propyl)(6-(((nonyloxy)carbonyl)oxy)hexyl)amino)octanoate OC(CN(CCCCCCCC(=O)OC(CCCCCCCC)CCCCCCCC)CCCCCCOC(=O)OCCCCCCCCC)CNC1=C(C(C1=O)=O)NC